[Au].[Pb] lead-gold